FC=1C=C(C=CC1)C1=CC=CC(=N1)C[C@H]1[C@H](CCC=2N1N=C(C2)C(C)C)NS(=O)(=O)C |r| rac-N-[(6S,7S)-7-{[6-(3-fluorophenyl)pyridin-2-yl]methyl}-2-(propan-2-yl)-4,5,6,7-tetrahydropyrazolo[1,5-a]pyridin-6-yl]methanesulfonamide